NC=1C=C(C(=NC1)Cl)NC(OC(C)(C)C)=O t-butyl (5-amino-2-chloropyridin-3-yl)carbamate